FC1=CC(=C(C=C1)[C@@H](C)CC(=O)N[C@H]1N(CCC1)C)OC 2-((S)-1-(4-fluoro-2-methoxyphenyl)ethyl)-N-((S)-1-methylpyrrolidin-2-yl)acetamide